ClC1=C(C=CC=C1)N1C(N(C=2N=C3N(C2C1=O)C=C(N3)C)C)=O 3-(2-chlorophenyl)-1,7-dimethyl-1H-imidazo[2,1-f]purine-2,4(3H,8H)-dione